2,6-dimethylphenoxyacetic acid CC1=C(OCC(=O)O)C(=CC=C1)C